7-(2-((4-((1R,4R)-2,5-diazabicyclo[2.2.1]heptan-2-yl)-2-cyclopropylphenyl)amino)-5-(trifluoromethyl)pyrimidin-4-yl)-2,3-dihydro-5H-thieno[3,2-e][1,4]oxathiepine 1,1-dioxide [C@H]12N(C[C@H](NC1)C2)C2=CC(=C(C=C2)NC2=NC=C(C(=N2)C2=CC=1S(CCOCC1S2)(=O)=O)C(F)(F)F)C2CC2